NC1=C(C=2C(=NC3=CC=CC=C3N2)N1CCCC)C#N 2-amino-1-butyl-1H-pyrrolo[2,3-b]quinoxaline-3-carbonitrile